(S)-(4-Benzyl-3,4-dihydroquinoxaline-1(2H)-yl)(3-(methylamino)pyrrolidin-1-yl)methanone C(C1=CC=CC=C1)N1CCN(C2=CC=CC=C12)C(=O)N1C[C@H](CC1)NC